FC(C1=NC(=NO1)C=1C=C(CN=S2(CCOCC2)=O)C=CC1)(F)F 4-((3-(5-(trifluoromethyl)-1,2,4-oxadiazol-3-yl)benzyl)imino)-1,4lambda6-oxathiane 4-oxide